COC1C=CC2NC=C(CCN(C)C)C=2C=1 5-Methoxydimethyltryptamine